acryloyloxydecyldihydrogenphosphat C(C=C)(=O)OCCCCCCCCCCOP(=O)(O)O